O1CCN(CC1)C1=NC=CC(=N1)COC1=CC=C(C=C1)C(C)(C)C1=CC=C(OCCCNC([O-])=O)C=C1 (3-(4-(2-(4-((2-morpholinopyrimidin-4-yl)methoxy)phenyl)propan-2-yl)phenoxy)propyl)carbamate